{(4E)-4-[3-(3-chlorophenyl)prop-2-yn-1-ylidene]-3,3-dimethylpiperidin-1-yl}(pyrrolidin-1-yl)methanone ClC=1C=C(C=CC1)C#C\C=C/1\C(CN(CC1)C(=O)N1CCCC1)(C)C